2-chloro-N-((2,4-dichloropyrimidin-5-yl)methyl)-4-methylthiophen-3-amine ClC=1SC=C(C1NCC=1C(=NC(=NC1)Cl)Cl)C